C(CCCCCCCCCCCCC)(=O)[O-].[K+] Potassium Myristate